indol-4-yl L-lysinate trihydrochloride Cl.Cl.Cl.N[C@@H](CCCCN)C(=O)OC1=C2C=CNC2=CC=C1